C1(=C(C(=CC=C1)C)O)C(=O)[O-] cresotate